C(C)(C)(C)OC(=O)N1CCCC2=CC=C(N=C12)CCCC1CN(C1)[C@@H](CC(=O)OCC)C1=CC(=C(C=C1)OC)F (S)-7-(3-(1-(3-ethoxy-1-(3-fluoro-4-methoxyphenyl)-3-oxopropyl)azetidin-3-yl)propyl)-3,4-dihydro-1,8-naphthyridine-1(2H)-carboxylic acid tert-butyl ester